methyl 2-[methyl-[2-[1-[(3-methylphenyl)methyl]-5-oxopyrrolidin-2-yl]acetyl]amino]acetat CN(CC(=O)OC)C(CC1N(C(CC1)=O)CC1=CC(=CC=C1)C)=O